S1C=NC2=C1C=C(C=C2)NC2=NC=C(C(=N2)C2=CNC1=C(C=CC=C21)NC([C@@H](COC)N2CCN(CC2)C)=O)F (R)-N-(3-(2-(benzo[d]thiazol-6-ylamino)-5-fluoropyrimidin-4-yl)-1H-indol-7-yl)-3-methoxy-2-(4-methylpiperazin-1-yl)propanamide